4-((R)-2-azidobut-2-yl)-6-chloro-1-(((S)-4-methyl-2-(methylsulfanyl)pentan-2-yl)oxy)-2,7-naphthyridine N(=[N+]=[N-])[C@](C)(CC)C1=CN=C(C2=CN=C(C=C12)Cl)O[C@](C)(CC(C)C)SC